C(=O)(OCC1=CC=CC=C1)N[C@H](CO)C(C)C (S)-N-Cbz-2-amino-3-methylbutanol